N-({[2-(2H-1,3-Benzodioxol-5-yl)-1-methyl-ethyl]-N-methylamino}methyl)benzamide O1COC2=C1C=CC(=C2)CC(C)N(C)CNC(C2=CC=CC=C2)=O